3-((7H-pyrrolo[2,3-d]pyrimidin-4-yl)oxy)-N-(4-((4-ethylpiperazin-1-yl)methyl)-3-(trifluoromethyl)phenyl)-4-methylbenzamide N1=CN=C(C2=C1NC=C2)OC=2C=C(C(=O)NC1=CC(=C(C=C1)CN1CCN(CC1)CC)C(F)(F)F)C=CC2C